CN(C(=O)NC1=CC(=CC=C1)C(F)(F)F)C N,N-dimethyl-N'-[3-(trifluoromethyl)phenyl]-urea